N-ethyl-2-(3-fluoro-4-methylphenoxy)-N-(thiophen-2-ylmethyl)acetamide C(C)N(C(COC1=CC(=C(C=C1)C)F)=O)CC=1SC=CC1